CC1(CC2=CC=CC=C2CC1)C(=O)O 2-methyl-1,2,3,4-tetrahydronaphthalene-2-carboxylic acid